Ethyl 2,2-dimethyl-8-(2,2,2-trifluoroacetyl)-1,2-dihydroquinoline-6-carboxylate CC1(NC2=C(C=C(C=C2C=C1)C(=O)OCC)C(C(F)(F)F)=O)C